C(C1=CC=CC=C1)C=1C=C(C2=C(OCO2)C1)\C=C/1\SC=CN1 (E)-6-benzyl-2-(benzo[D][1,3]dioxol-4-ylmethylene)-2H-thiazol